O[C@H](C(=O)N1C[C@@H]2[C@H](C1)CC(C2)NC2=C1C(=NC=C2C=2SC=3NCCCC3N2)NC=C1)C (S)-2-hydroxy-1-((3aR,5R,6aS)-5-((5-(4,5,6,7-tetrahydrothiazolo[5,4-b]pyridin-2-yl)-1H-pyrrolo[2,3-b]pyridin-4-yl)amino)hexahydrocyclopenta[c]pyrrol-2(1H)-yl)propan-1-one